FC(OC1=CC=C(C=C1)N1CCC(CC1)C(=O)O)(F)F 1-[4-(trifluoromethoxy)phenyl]piperidine-4-carboxylic acid